2-(7-bromo-1-oxo-4,5-dihydro-1H-3,5-methanobenzo[c]azepin-2(3H)-yl)acetic acid BrC1=CC2=C(C(N(C3CC2C3)CC(=O)O)=O)C=C1